2-(2-chloroethoxy)ethan-1-ol tert-butyl-5-(4,4-dimethoxybutyl)-3-[(3-fluoro-2-methoxy-phenyl)carbamoyl]-2,4-dioxo-piperidine-1-carboxylate C(C)(C)(C)C1(C(N(CC(C1=O)CCCC(OC)OC)C(=O)OCCOCCCl)=O)C(NC1=C(C(=CC=C1)F)OC)=O